OC1CCC(CC1)C1=NN(C=C1CN(CCN(C([O-])=O)C)C)[C@@H]1OCCCC1 |r| (R/S)-N-[2-([[3-(4-hydroxycyclohexyl)-1-(oxan-2-yl)-1H-pyrazol-4-yl]methyl](methyl)amino)ethyl]-N-methylcarbamate